6-chloro-5'-(5-chloro-2-methylphenyl)-2'-(6-cyclopropyloxy-4-methoxypyridin-3-yl)-3'-isopropyl-3'H-spiro[indoline-3,4'-pyrrolo[3,4-d]imidazole]-2,6'(5'H)-dione ClC1=CC=C2C(=C1)NC(C21N(C(C=2N=C(N(C21)C(C)C)C=2C=NC(=CC2OC)OC2CC2)=O)C2=C(C=CC(=C2)Cl)C)=O